C1(=CC=CC=C1)N(C1=CC=C(C=C1)C=1C(=CC=2C3(C4=CC=CC=C4C2C1)C1=CC=CC=C1C=1C=CC=CC13)N)C1=CC=CC=C1 3-(4-(diphenylamino)phenyl)-9,9'-spirobi[fluoren]-2-amine